N1=C(C=CC=C1)SS[C@H]1[C@@H](CCC1)N(C(O)=O)C1=CC=C(C=C1)CO.FC1=CC=C(COC2=CC=C(C=C2)NS(=O)(=O)N2CCCCC2)C=C1 N-(4-((4-fluorobenzyl)oxy)phenyl)piperidine-1-sulfonamide (1R,2R)-2-(pyridin-2-yldisulfaneyl)cyclopentyl-(4-(hydroxymethyl)phenyl)carbamate